3-(5-(((1R,2S)-2-(((5-fluoropyridin-2-yl)methyl)amino)cyclohexyl)methyl)-1-oxoisoindolin-2-yl)piperidine-2,6-dione FC=1C=CC(=NC1)CN[C@@H]1[C@H](CCCC1)CC=1C=C2CN(C(C2=CC1)=O)C1C(NC(CC1)=O)=O